di-tert-butyl(((docosa-10,12-diynedioyl)bis(azanediyl))bis(hexane-6,1-diyl))dicarbamate C(C)(C)(C)OC(NCCCCCCNC(CCCCCCCCC#CC#CCCCCCCCCC(=O)NCCCCCCNC(OC(C)(C)C)=O)=O)=O